CC1(CC(CCC1)C(C(=O)O)NC(=O)C=1C(=NOC1)C)C 2-(3,3-dimethylcyclohexyl)-2-[(3-methylisoxazole-4-carbonyl)amino]acetic acid